7-(3,4-dihydroxy-5-(hydroxymethyl)tetrahydrofuran-2-yl)-1,7-dihydro-4H-pyrrolo[2,3-d]pyrimidin-4-one OC1C(OC(C1O)CO)N1C=CC2=C1NC=NC2=O